(S)-(4-t-butylphenyl)-phenylmethanol C(C)(C)(C)C1=CC=C(C=C1)[C@@H](O)C1=CC=CC=C1